FC(C1=C2C(=NC=C1)OC=C2)(F)F 4-(trifluoromethyl)furo[2,3-b]pyridine